C(C)(C)(C)OC(=O)N1C(CNCC1)C=1C2=C(N=CN1)NC=C2C2=NC=CC=C2 (5-(pyridin-2-yl)-7H-pyrrolo[2,3-d]pyrimidin-4-yl)piperazine-1-carboxylic acid tert-butyl ester